(R)-N-(5-(5-ethyl-1,2,4-oxadiazol-3-yl)-2,3-dihydro-1H-inden-1-yl)-3-vinylbenzamide C(C)C1=NC(=NO1)C=1C=C2CC[C@H](C2=CC1)NC(C1=CC(=CC=C1)C=C)=O